3-(3-amino-6-cyclopropyl-1H-pyrazolo[3,4-b]pyridine-1-carbonyl)-2-methoxybenzonitrile NC1=NN(C2=NC(=CC=C21)C2CC2)C(=O)C=2C(=C(C#N)C=CC2)OC